2-(2-fluoro-4-methylphenyl)-4-(prop-1-en-2-yl)-5-(1H-pyrrolo[2,3-b]pyridin-4-yl)-1-{[2-(trimethylsilyl)ethoxy]methyl}-1H-pyrrole-3-carboxylic acid FC1=C(C=CC(=C1)C)C=1N(C(=C(C1C(=O)O)C(=C)C)C1=C2C(=NC=C1)NC=C2)COCC[Si](C)(C)C